C(C)OC(CN=C(C1=CC=CC=C1)C1=CC=CC=C1)=O N-(diphenylmethylene)glycine ethyl ester